1-(2-(aminomethyl)-5-cyclopropylpyrazolo[1,5-a]pyridin-7-yl)-3-methylimidazolidine NCC1=NN2C(C=C(C=C2N2CN(CC2)C)C2CC2)=C1